2-((1H-benzo[d][1,2,3]triazol-5-yl)methyl)-7-chloro-3-((4-chloro-1-methyl-1H-pyrazol-5-yl)methyl)isoindolin-1-one tert-butyl-(2-(piperidin-3-yl)propan-2-yl)carbamate C(C)(C)(C)N(C(O)=O)C(C)(C)C1CNCCC1.N1N=NC2=C1C=CC(=C2)CN2C(C1=C(C=CC=C1C2CC2=C(C=NN2C)Cl)Cl)=O